1-[2-[1-[3-(2,6-dioxo-3-piperidyl)-2-oxo-1,3-benzoxazol-6-yl]-4-piperidyl]ethyl]piperidine-4-carboxylic acid O=C1NC(CCC1N1C(OC2=C1C=CC(=C2)N2CCC(CC2)CCN2CCC(CC2)C(=O)O)=O)=O